(E)-3-(4-((E)-2-(2,3-difluorophenyl)-1-(1H-indazol-5-yl)but-1-en-1-yl)phenyl)acrylic acid FC1=C(C=CC=C1F)/C(=C(/C=1C=C2C=NNC2=CC1)\C1=CC=C(C=C1)/C=C/C(=O)O)/CC